C1(=CC=CC=C1)C(C(=O)O)CN 2-phenyl-3-aminopropionic acid